C1(CC1)C([C@@H](C(=O)NC1=C(C=C(C=C1)[C@@H](C(=O)N1CC(OCC1C(F)(F)F)C)C)F)NC(=O)C1=CC=NN1C(C)C)C1CC1 N-((2S)-1,1-dicyclopropyl-3-((2-fluoro-4-((2S)-1-(2-methyl-5-(trifluoromethyl)morpholino)-1-oxopropan-2-yl)phenyl)amino)-3-oxopropan-2-yl)-1-isopropyl-1H-pyrazole-5-carboxamide